CC=1C=C(C=CC1C)C(=O)C1=CC(=C(C=C1)C)C bis(3,4-dimethyl-phenyl)methanone